ClCCCC1=CC=C(C=C1)S(=O)C(F)(F)F 1-(3-Chloropropyl)-4-((trifluoromethyl)sulfinyl)benzene